(E)-2-methyl-2-ethyl pentenoate C(\C=C\CC)(=O)OC(C)C